6-hydroxy-1H-benzimidazole OC=1C=CC2=C(NC=N2)C1